6-((3,5-difluoropyridin-2-yl)amino)-N-ethoxy-4-((2-methoxy-3-(pyrimidin-2-yl)phenyl)amino)nicotinamide ethyl-2-methyl-2H,8H-pyrazolo[3,4-b]indole-5-carboxylate C(C)OC(=O)C=1C=C2C=3C(NC2=CC1)=NN(C3)C.FC=3C(=NC=C(C3)F)NC3=NC=C(C(=O)NOCC)C(=C3)NC3=C(C(=CC=C3)C3=NC=CC=N3)OC